FC(C1=CC(=CC=C1)C(F)(F)F)(F)F 1,3-bis-trifluoromethylbenzene